Cl.FC(C=1C(=C(C=CC1)[C@@H](C)NC(=O)C1=CNC(C=C1)=O)F)F N-((R)-1-(3-(difluoromethyl)-2-fluorophenyl)ethyl)-6-oxo-1,6-dihydropyridine-3-carboxamide hydrochloride